FCCOCC1=NN=C(N=N1)C1=CC=CC=C1 4-{[(2-fluoroethoxy)methyl]-1,2,4,5-tetrazin-3-yl}benzene